O1C(=NC=C1)CN1C=NC2=C1C=C(C=C2)C(=O)O (oxazol-2-ylmethyl)-1H-benzo[d]imidazole-6-carboxylic acid